ClC1=C2C(NNC(C2=CC=C1)=O)=O 5-Chloro-2,3-dihydro-phthalazine-1,4-dione